3-ethyl-8-fluoro-7-(1-hydroxyethyl)-1,6-naphthyridin-2(1H)-one C(C)C=1C(NC2=C(C(=NC=C2C1)C(C)O)F)=O